1,4-bis(methylthio)butane CSCCCCSC